C(CCC)(=O)OC=1C(OC(CCC)=O)=CC(=CC1)C=C 4-vinyl-catechol di-n-butyrate